(1S,2R)-2-Fluoro-7-(methylsulfonyl)-4-(4,4,5,5-tetramethyl-1,3,2-dioxaborol-2-yl)-2,3-dihydro-1H-inden-1-ol F[C@H]1[C@H](C2=C(C=CC(=C2C1)B1OC(C(O1)(C)C)(C)C)S(=O)(=O)C)O